NC1=NC=C2N(C(N(C2=N1)[C@@H]1O[C@@H](C[C@H]1O)CO)=O)CC1=CC=CC=C1 2-Amino-7-benzyl-9-((2R,3R,5S)-3-hydroxy-5-(hydroxymethyl)tetrahydrofuran-2-yl)-7,9-dihydro-8H-purin-8-on